1-nitro-2-(3-(trifluoromethyl)but-3-en-1-yn-1-yl)benzene [N+](=O)([O-])C1=C(C=CC=C1)C#CC(=C)C(F)(F)F